S1C=NC=2C=NC=C(C21)N Thiazolo[4,5-c]pyridin-7-amine